BrC=1C=C2C(C=C(OC2=CC1CBr)C(=O)OCC)=O ethyl 6-bromo-7-(bromomethyl)-4-oxo-4H-chromene-2-carboxylate